C(C)(C)(C)OC(=O)NC=1C(=C(C=C2C=C(N=CC12)NC(=O)OC1COCC1)C1=C(C2=C(OCCN2C(=O)OC(C)(C)C)N=C1)C)F tert-Butyl 7-[8-(tert-butoxycarbonylamino)-7-fluoro-3-(tetrahydrofuran-3-yloxycarbonylamino)-6-isoquinolyl]-8-methyl-2,3-dihydropyrido[2,3-b][1,4]oxazine-1-carboxylate